C(C)C1C(C1)N 2-ethylcyclopropan-1-amine